C(#N)C1=CC=CC(=N1)NC1=NC=C(C(=O)NC([2H])([2H])[2H])C(=C1)NC1=C(C(=CC=C1)C1=NC=C(C=N1)F)OC 6-((6-cyanopyridin-2-yl)amino)-4-((3-(5-fluoropyrimidin-2-yl)-2-methoxyphenyl)amino)-N-(methyl-d3)Nicotinamide